NCC=1C=CC=C2C3=C(COC12)C=CC(=C3)COC3=C(C=CC(=C3)[C@@H](C)O)CC(=O)O (R)-2-(2-((4-(aminomethyl)-6H-benzo[c]chromen-9-yl)methoxy)-4-(1-hydroxyethyl)phenyl)acetic acid